(5-(3,3-dimethylcyclopent-1-en-1-yl)-6-methylpyridazin-3-yl)pyrimidine-2,4(1h,3h)-dione CC1(C=C(CC1)C=1C=C(N=NC1C)N1C(NC(C=C1)=O)=O)C